C1N(CCC2=CC=CC=C12)C=1/C=C/N(C=CC1O)C1=NC(=CC(=N1)C(=O)C1=NC(=NC(=C1)NC1CCN(CC1)C)N1\C=C\C(=C(C=C1)O)N1CC2=CC=CC=C2CC1)NC1CCN(CC1)C trans-(4-(3,4-dihydroisoquinolin-2(1H)-yl)-5-hydroxyazepin-1-yl)(6-((1-methylpiperidin-4-yl)amino)pyrimidin-4-yl)ketone